tert-butyl ((3R)-1-(5-(hydroxy(4-(4,4,5,5-tetramethyl-1,3,2-dioxaborolan-2-yl)phenyl)methyl)pyrimidin-2-yl)-3-methylpiperidin-3-yl)carbamate OC(C=1C=NC(=NC1)N1C[C@](CCC1)(C)NC(OC(C)(C)C)=O)C1=CC=C(C=C1)B1OC(C(O1)(C)C)(C)C